(3R,4S)-3-fluoro-1-(4-(5-isopropyl-8-((2R,3S)-2-methyl-3-(methylsulfonylmethyl)azetidin-1-yl)-2,7-naphthyridin-3-ylamino)pyrimidin-2-yl)-4-methylpiperidin-4-ol F[C@@H]1CN(CC[C@@]1(O)C)C1=NC=CC(=N1)NC=1N=CC2=C(N=CC(=C2C1)C(C)C)N1[C@@H]([C@H](C1)CS(=O)(=O)C)C